rac-cis-1-[2-(3-chlorophenyl)ethyl]-4-[(4-methanesulfonylphenoxy)methyl]-3-methylpyrrolidin-3-ol ClC=1C=C(C=CC1)CCN1C[C@@]([C@@H](C1)COC1=CC=C(C=C1)S(=O)(=O)C)(O)C |r|